FC1(CCN(CC1)C1=NC(=CC=2N1C=CC2)C(=O)O)F 1-(4,4-difluoropiperidin-1-yl)pyrrolo[1,2-c]pyrimidine-3-carboxylic acid